[Pr].[Pd].[Cu] copper-palladium-praseodymium